NC=1[C@](CC([C@@](N1)(C)C=1C=C(C=CC1F)NC(=O)C1=NC=C(N=C1)C(F)F)(F)F)(C)F N-(3-((2r,5r)-6-amino-3,3,5-trifluoro-2,5-dimethyl-2,3,4,5-tetrahydropyridin-2-yl)-4-fluorophenyl)-5-(difluoromethyl)pyrazine-2-carboxamide